[4-[2-[tert-butyl(dimethyl)silyl]oxyethoxy]-3-cyano-5,6-dimethyl-2-pyridyl]-N-[4-(trifluoromethyl)phenyl]carbamate [Si](C)(C)(C(C)(C)C)OCCOC1=C(C(=NC(=C1C)C)OC(NC1=CC=C(C=C1)C(F)(F)F)=O)C#N